2-(diisopropylamino)-1-(5-methoxy-1-((2-(trimethylsilyl)ethoxy)methyl)-1H-pyrrolo[2,3-b]pyridin-3-yl)ethan-1-ol C(C)(C)N(CC(O)C1=CN(C2=NC=C(C=C21)OC)COCC[Si](C)(C)C)C(C)C